N-(4-naphthalen-2-yl-phenyl)-N-(2-phenyl-benzooxazol-6-yl)-N-{4-(2-phenyl-benzooxazol-6-yl)-phenyl}-amine C1=C(C=CC2=CC=CC=C12)C1=CC=C(C=C1)N(C1=CC=C(C=C1)C1=CC2=C(N=C(O2)C2=CC=CC=C2)C=C1)C1=CC2=C(N=C(O2)C2=CC=CC=C2)C=C1